CC1=CPC=C1C 3,4-dimethylphosphole